FC1CS(=O)(=O)CC1F 3-fluoro-4-fluorosulfolane